(S,Z)-N-(2-amino-1-(3-chloro-5-(pyrimidin-2-yl)phenyl)-2-oxoethyl)-3-chloro-N-cyclopropylacrylamide NC([C@H](C1=CC(=CC(=C1)C1=NC=CC=N1)Cl)N(C(\C=C/Cl)=O)C1CC1)=O